C(#N)C=1C=C(C=C(C1N[C@@H](CSC1CCCCC1)CCN(C)C)F)S(=O)(=O)NC(=O)C1(CCCCC1)OC (R)-N-((3-cyano-4-((1-(cyclohexylthio)-4-(dimethylamino)butan-2-yl)amino)-5-fluorophenyl)sulfonyl)-1-methoxycyclohexane-1-carboxamide